C(CCC)O[2H] n-butanol-d1